(2E,5Z)-5-((2-methyl-1H-indol-3-yl)methylene)-2-(p-tolylimino)thiazolidin-4-one CC=1NC2=CC=CC=C2C1\C=C/1\C(N\C(\S1)=N/C1=CC=C(C=C1)C)=O